ClC=1C(=C(C=CC1)NC1=C(NC2=C1C(NCC2)=O)C2=C(C=NC=C2)OC[C@H]2N(CC2)C(C=C)=O)OC 3-[(3-chloro-2-methoxyphenyl)amino]-2-(3-[[(2S)-1-(prop-2-enoyl)azetidin-2-yl]methoxy]pyridin-4-yl)-1H,5H,6H,7H-pyrrolo[3,2-c]pyridin-4-one